COC(=O)C1=CC=C(C=C1)CC(=O)O 4-(methoxycarbonyl)phenylacetic acid